O=C(CN1N=C(C2=C1CCC2)C(=O)OCC)N2CCC(CC2)OC2=C(C=CC=C2)C ethyl 1-(2-oxo-2-(4-(o-tolyloxy)piperidin-1-yl)ethyl)-1,4,5,6-tetrahydrocyclopenta[c]pyrazole-3-carboxylate